COC(=N)N O-methylisourea